azetidin-1-yl-[(4S)-7-chloro-6-(3-fluoro-6-hydroxy-2-pyridyl)-4-methyl-8-(trifluoromethyl)-4H-imidazo[1,2-a][1,4]benzodiazepin-2-yl]methanone N1(CCC1)C(=O)C=1N=C2N(C3=C(C(=N[C@H]2C)C2=NC(=CC=C2F)O)C(=C(C=C3)C(F)(F)F)Cl)C1